FC(C[C@@H]1[C@H](C1)C(=O)O)(F)F (1S,2R)-2-(2,2,2-trifluoroethyl)cyclopropanecarboxylic acid